FC1=CC(=CC2=CN(N=C12)C)NC(=O)C=1C=CC(=C2C=NC(=NC12)OCCOC(F)(F)F)N1C[C@@H](N([C@@H](C1)C)C(=O)OC(C)(C)C)C tert-butyl (2S,6R)-4-[8-[(7-fluoro-2-methyl-indazol-5-yl)carbamoyl]-2-[2-(trifluoromethoxy)ethoxy]quinazolin-5-yl]-2,6-dimethyl-piperazine-1-carboxylate